5-(3-bromopropoxy)-2-chloro-1,3-dimethylbenzene BrCCCOC=1C=C(C(=C(C1)C)Cl)C